(3S,4r,5R)-1-(2-([1,1'-biphenyl]-4-yl)ethyl)piperidine-3,4,5-triol C1(=CC=C(C=C1)CCN1C[C@@H](C([C@@H](C1)O)O)O)C1=CC=CC=C1